C(C)OC1=C(C=CC=C1)C1=CC(=C(C=C1)N1[C@@H](CN(CC1)C(C1=C(C=C(C=C1)C)C(F)(F)F)=O)CC)CN 1-{2'-ethoxy-4-[(2R)-2-ethyl-4-[4-methyl-2-(trifluoromethyl)benzoyl]piperazin-1-yl]-[1,1'-biphenyl]-3-yl}methylamine